C(CCC)OC(=O)N1CC(C1)N(C)C1=CC=C(C=C1)O.NC[C@@H]1N(CCC1)C1=C(C=C(C=C1)F)NC(=O)C1=NC(=NC=C1)C1=C(C=CC=C1OC)F (R)-N-(2-(2-(aminomethyl)pyrrolidin-1-yl)-5-fluorophenyl)-2-(2-fluoro-6-methoxyphenyl)pyrimidine-4-carboxamide butyl-3-((4-hydroxyphenyl)(methyl)amino)azetidine-1-carboxylate